2-(2,5-Bis(benzyloxy)-4-carboxybenzoylamino)isophthalic acid C(C1=CC=CC=C1)OC1=C(C(=O)NC2=C(C(=O)O)C=CC=C2C(=O)O)C=C(C(=C1)C(=O)O)OCC1=CC=CC=C1